3-[2-Benzyloxy-carbonyl-1-(benzyloxy-carbonylsulfamoyl)pyrrol-3-yl]benzoic acid C(C1=CC=CC=C1)OC(=O)C=1N(C=CC1C=1C=C(C(=O)O)C=CC1)S(NC(=O)OCC1=CC=CC=C1)(=O)=O